methyl 6-hydroxyspiro[3.3]heptane-2-carboxylate OC1CC2(CC(C2)C(=O)OC)C1